C(C)(C)C1=C(C=CC=C1)N1/C(/SCC1=O)=N/N=C/C=1C=C2C=CN=C(C2=CC1)C(=O)NC1=CC=C(C=C1)OC(F)(F)F 6-[(E)-[(Z)-[3-(2-isopropylphenyl)-4-oxo-thiazolidine-2-ylidene]hydrazono]methyl]-N-[4-(trifluoromethoxy)phenyl]isoquinoline-1-carboxamide